ClC=1C=C(C=C(C1)C#N)C(C)(C)C1=CC=C(OCC2=NC(=NC=C2)N2CCN(CC2)C2CN(C2)C2CN(CCC2)C(=O)OC(C)(C)C)C=C1 tert-butyl 3-(3-(4-(4-((4-(2-(3-chloro-5-cyanophenyl)propan-2-yl)phenoxy)methyl)pyrimidin-2-yl)piperazin-1-yl)azetidin-1-yl)piperidine-1-carboxylate